((7R)-7-Amino-2-azabicyclo[2.2.1]heptan-2-yl)(2-(1-(cyclopropylmethyl)-6-(2-fluoro-3-hydroxyphenyl)-1H-pyrrolo[2,3-b]pyridin-2-yl)-4-methoxy-3-methylbenzo[b]thiophen-6-yl)methanone N[C@H]1C2N(CC1CC2)C(=O)C=2C=C(C1=C(SC(=C1C)C1=CC=3C(=NC(=CC3)C3=C(C(=CC=C3)O)F)N1CC1CC1)C2)OC